N-[(3R,4R)-1-[(4R,10bS)-2-benzyl-4-methyl-3,4,6,10b-tetrahydro-1H-pyrazino[2,1-a]isoindol-8-yl]-4-methoxy-pyrrolidin-3-yl]carbamic acid tert-butyl ester C(C)(C)(C)OC(N[C@@H]1CN(C[C@H]1OC)C=1C=C2CN3[C@@H](C2=CC1)CN(C[C@H]3C)CC3=CC=CC=C3)=O